benzyl (3S)-3-[(2S)-1-(benzylamino)-2-hydroxypropan-2-yl]piperidine-1-carboxylate C(C1=CC=CC=C1)NC[C@@](C)(O)[C@@H]1CN(CCC1)C(=O)OCC1=CC=CC=C1